pyrrolo[3,4-b]furan O1C=2C(=CC1)C=NC2